C(=O)(OCC1C2=CC=CC=C2C2=CC=CC=C12)NCCC(=O)O FMOC-Beta-Alanine